C(C=C)(=O)N1CCC(CC1)C1=NNC2=NC=NC(=C21)NC2=C(C=C(OC1=CC(=NC=C1)NC(C(C)C)=O)C=C2)F N-(4-(4-((3-(1-acryloylpiperidin-4-yl)-1H-pyrazolo[3,4-d]pyrimidin-4-yl)amino)-3-fluorophenoxy)pyridin-2-yl)isobutyramide